Ethyl 2-Methyl-1H-pyrrolo[3,2-b]pyridine-6-carboxylate CC1=CC2=NC=C(C=C2N1)C(=O)OCC